CN1N=C(C=C1)C1=C(C=NC(=C1)C1=CC(CC1)=O)C=1CN(CC1)C(=O)OC(C)(C)C tert-butyl 3-(4-(1-methyl-1H-pyrazol-3-yl)-6-(3-oxocyclopent-1-en-1-yl)pyridin-3-yl)-2,5-dihydro-1H-pyrrole-1-carboxylate